Cl.CO[C@@H]1CC[C@H](CC1)NC trans-4-methoxy-N-methylcyclohexan-1-amine hydrochloride